(R)-(3-(1-hydroxy-3-phenylpropan-2-yl)-1,2,3-oxadiazol-3-ium-5-yl)((3-(trifluoromethyl)phenyl)carbamoyl)amide OC[C@@H](CC1=CC=CC=C1)[N+]1=NOC(=C1)[N-]C(NC1=CC(=CC=C1)C(F)(F)F)=O